(N-methylcyclohexylamino)trivinylsilane CN(C1CCCCC1)[Si](C=C)(C=C)C=C